ClC1=CC=C(C=N1)CC(C(=O)OC)[C@@H]1CN(CC1)C(=O)OC(C)(C)C tert-butyl (3R)-3-[1-[(6-chloro-3-pyridyl)methyl]-2-methoxy-2-oxo-ethyl]pyrrolidine-1-carboxylate